N-(5-(2-(azetidin-1-yl)acetamido)-2-methylpyridin-3-yl)-2-(2-methoxypyridin-3-yl)pyrazolo[5,1-b]thiazole-7-carboxamide N1(CCC1)CC(=O)NC=1C=C(C(=NC1)C)NC(=O)C=1C=NN2C1SC(=C2)C=2C(=NC=CC2)OC